(2-(1-((7-bromo-4-methylphthalazin-1-yl)amino)ethyl)-6-(trifluoromethyl)pyridin-4-yl)(tert-butoxycarbonyl)carbamate BrC1=CC=C2C(=NN=C(C2=C1)NC(C)C1=NC(=CC(=C1)OC(NC(=O)OC(C)(C)C)=O)C(F)(F)F)C